ClS(=O)(=O)C=1C(=C(OC(=O)C=2C3=CC=CC=C3[N+](=C3C=CC=CC23)CCCS(=O)(=O)[O-])C(=CC1)C)C 3-[9-(3-chlorosulfonyl-2,6-dimethylphenoxy)carbonylacridin-10-ium-10-yl]propane-1-sulfonate